BrC=1C=C2C(=NC1OC)N=C(S2)N2C(=CC=C2C)C 6-bromo-2-(2,5-dimethyl-1H-pyrrol-1-yl)-5-methoxythiazolo[4,5-b]pyridine